Cl.O=C1NC(CCC1N1C(C2=CC(=C(C=C2C1=O)F)N1CCNCC1)=O)=O 2-(2,6-dioxopiperidin-3-yl)-5-fluoro-6-(piperazin-1-yl)isoindole-1,3-dione hydrochloride